OC(C)(C)C=1C(=CC2=CN(N=C2C1)CCCOC(F)(F)F)NC(=O)C1=NC(=CC=C1)C(F)(F)F N-{6-(2-Hydroxypropan-2-yl)-2-[3-(trifluoromethoxy)propyl]-2H-indazol-5-yl}-6-(trifluoromethyl)pyridin-2-carboxamid